OC[C@H](C1=CC=CC=C1)NC1=NC(=NC=C1C1=CN=NN1)NC1=CC=C2CC(N(CC2=C1)C)=O 7-[[4-[[(1S)-2-hydroxy-1-phenyl-ethyl]amino]-5-(1H-triazol-5-yl)pyrimidin-2-yl]amino]-2-methyl-1,4-dihydroisoquinolin-3-one